Diethyl (2-(5-(4-(4-methoxyphenyl)piperazine-1-carbonyl) thiophen-3-yl) ethyl)phosphonate COC1=CC=C(C=C1)N1CCN(CC1)C(=O)C1=CC(=CS1)CCP(OCC)(OCC)=O